N,2,5-trimethyl-1H-indole CN1C(=CC2=CC(=CC=C12)C)C